(4-(1-(2,2-difluoroethyl)-2-(trifluoromethyl)-1H-imidazo[4,5-c]pyridin-4-yl)-2-fluorophenyl)(2,2-difluoromorpholin-4-yl)methanone FC(CN1C(=NC=2C(=NC=CC21)C2=CC(=C(C=C2)C(=O)N2CC(OCC2)(F)F)F)C(F)(F)F)F